C(C(=C)C)(=O)O.COC(C(=O)O)=C methoxyacrylic acid methacrylate